C(C)OC(=O)C=1C=CN2C3=C(C=CC12)C=NC(=N3)Cl 2-Chloropyrimido[4,5-e]indolizine-7-carboxylic acid ethyl ester